FC1=CC=C(C=N1)C1(NC(=NC(=N1)NCC(C)(C)C)C1=NC=CC=C1)N 2-(6-fluoropyridin-3-yl)-N4-neopentyl-6-(pyridin-2-yl)-1,3,5-triazine-2,4-diamine